CN1C(=CC=CC1=O)CCS(=O)(=O)Cl 2-(1-methyl-6-oxo-1,6-dihydropyridin-2-yl)ethane-1-sulfonyl chloride